N-methyl-ethyl-pyrrolidine bromide [Br-].CN1C(CCC1)CC